(R)-3-cyclopentyl-3-(4-(7-(hydroxymethyl)-7H-pyrrolo[2,3-d]pyrimidin-4-yl)-1H-pyrazol-1-yl)propionitrile C1(CCCC1)[C@@H](CC#N)N1N=CC(=C1)C=1C2=C(N=CN1)N(C=C2)CO